(2-bromo-4-isocyano-1H-pyrrol-1-yl)-3,3-dimethylbutyrylchloride BrC=1N(C=C(C1)[N+]#[C-])CC(CC(=O)Cl)(C)C